2-chloro-N-(1-(pyridin-3-yl)-1H-imidazol-4-yl)pyrrolo[2,1-f][1,2,4]triazin-4-amine ClC1=NN2C(C(=N1)NC=1N=CN(C1)C=1C=NC=CC1)=CC=C2